The molecule is an aci-nitro compound resulting from the formal tautomerisation of the nitro group of 3-(2-nitroethyl)indole. It is an aci-nitro compound and a member of indoles. C1=CC=C2C(=C1)C(=CN2)C/C=[N+](/O)\\[O-]